N-(O-acetyl-N-(4'-((tert-Butoxycarbonyl)amino)-[1,1'-biphenyl]-4-carbonyl)-L-seryl)-O-(tert-butyldiphenylsilyl)-L-serine methyl ester COC([C@@H](NC([C@@H](NC(=O)C1=CC=C(C=C1)C1=CC=C(C=C1)NC(=O)OC(C)(C)C)COC(C)=O)=O)CO[Si](C1=CC=CC=C1)(C1=CC=CC=C1)C(C)(C)C)=O